C(C1=CC=CC=C1)OC=1C=C(OC2C(NC(CC2)=O)=O)C=CC1 3-(3-benzyloxyphenoxy)piperidine-2,6-dione